O=C1N(C=CC=C1)C(CNS(=O)(=O)C)CO[C@@H]1CC[C@@H](CC1)C1=CC=CC=C1 N-[2-(2-oxo-1,2-dihydropyridin-1-yl)-3-{[(cis)-4-phenylcyclohexyl]oxy}propyl]methanesulfonamide